methyl (R)-3-(9-((4-(aminomethyl)-2-methylphenyl)carbamoyl)-5-methyl-4,5-dihydrobenzo[b]thieno[2,3-d]oxepin-8-yl)-6-(propylcarbamoyl)picolinate NCC1=CC(=C(C=C1)NC(=O)C1=CC2=C(O[C@@H](CC3=C2SC=C3)C)C=C1C=1C(=NC(=CC1)C(NCCC)=O)C(=O)OC)C